1-(4-hydroxypiperidin-1-yl)-6-phenylhexane-1-one OC1CCN(CC1)C(CCCCCC1=CC=CC=C1)=O